4-{4-[3-(Pyridin-2-yl)-1H-pyrazol-4-yl]-pyridin-2-yl}-N-(tetrahydro-2H-pyran-4-yl)benzamide N1=C(C=CC=C1)C1=NNC=C1C1=CC(=NC=C1)C1=CC=C(C(=O)NC2CCOCC2)C=C1